C(C)SC1=CC(=CC(=N1)N1C(C2=CC(=CC(=C2C1)NC)CN1C[C@H](CCC1)C)=O)C1(COC1)CC1=NN=CN1C 2-[6-(ethylsulfanyl)-4-{3-[(4-methyl-1,2,4-triazol-3-yl)methyl]oxetan-3-yl}pyridin-2-yl]-4-(methylamino)-6-{[(3S)-3-methylpiperidin-1-yl]methyl}-3H-isoindol-1-one